COC1=C(CNC2=NC(=NC(=C2)NC2=NC=C(C(=C2)OC(C)C)C=2C=NN(C2)C2COCC2)[C@H](C)F)C=CC(=C1)OC N4-(2,4-dimethoxybenzyl)-2-((S)-1-fluoroethyl)-N6-(4-isopropoxy-5-(1-(tetrahydrofuran-3-yl)-1H-pyrazol-4-yl)pyridin-2-yl)pyrimidine-4,6-diamine